C(#N)C1(CCN(CC1)C(=O)NC=1SC(=C(N1)C1=CC(=CC=C1)C#N)C1=C(C(=NC(=C1)C)C)F)C 4-cyano-N-[4-(3-cyanophenyl)-5-(3-fluoro-2,6-dimethyl-4-pyridyl)thiazol-2-yl]-4-methyl-piperidine-1-carboxamide